COC(=O)[C@H]1N(CC2=CC=CC=C2C1)C(=O)C1(CC1)C1=CC=C(C=C1)OC(F)(F)F (3S)-2-[1-[4-(trifluoromethoxy)phenyl]cyclopropanecarbonyl]-3,4-dihydro-1H-isoquinoline-3-carboxylic acid methyl ester